1,4-Anhydro-Arabinitol C1[C@@H](O)[C@H](O)[C@H](O1)CO